4-benzyloxy-2-[2-(3,4-difluoro-2-methoxy-phenoxy)-5-fluoro-4-(trifluoromethyl)phenyl]-6-oxo-1,6-naphthyridin-6-ium C(C1=CC=CC=C1)OC1=CC(=NC=2C=C[N+](CC12)=O)C1=C(C=C(C(=C1)F)C(F)(F)F)OC1=C(C(=C(C=C1)F)F)OC